2-((((4-nitrophenoxy)carbonyl)oxy)methyl)-9-(nonan-5-yloxy)-9-oxononyl (9Z,12Z)-octadeca-9,12-dienoate C(CCCCCCC\C=C/C\C=C/CCCCC)(=O)OCC(CCCCCCC(=O)OC(CCCC)CCCC)COC(=O)OC1=CC=C(C=C1)[N+](=O)[O-]